OCC1CC(C1)NC(N)=O N'-[(1r,3r)-3-(hydroxymethyl)cyclobutyl]urea